Ethyl N2-((benzyloxy) carbonyl)-N4-(2-(4-bromophenyl)-2-oxoethyl)-L-asparaginate C(C1=CC=CC=C1)OC(=O)N[C@@H](CC(NCC(=O)C1=CC=C(C=C1)Br)=O)C(=O)OCC